FC1=C(C=CC=C1)C1=NN(C=C1)C=1N=C(C2=C(N1)C=C(C=N2)C2CCOCC2)N2CCOCC2 4-[2-[3-(2-fluorophenyl)pyrazol-1-yl]-7-tetrahydropyran-4-yl-pyrido[3,2-d]pyrimidin-4-yl]morpholine